1-(2-(5-((4-(2,2-Difluoroethyl)-6-fluoro-1H-indol-5-yl)oxy)-2-fluorophenyl)-1H-imidazol-4-yl)-1-phenylethan-1-ol FC(CC1=C2C=CNC2=CC(=C1OC=1C=CC(=C(C1)C=1NC=C(N1)C(C)(O)C1=CC=CC=C1)F)F)F